[Li].CN(CCN1N=CC2=CC(=CC=C12)C(=O)O)C 1-(2-(dimethylamino)ethyl)-1H-indazole-5-carboxylic acid lithium